COC=1C=C(C=CC1)CCNC(C(C(=O)N[C@@H](CC1=CC=C(C=C1)C)OB(O)O)C)=O ((1R)-1-(3-((3-methoxyphenylethyl)amino)-2-methyl-3-oxopropionamido)-2-(p-tolyl)ethyl)boric acid